methyl-4-[(1-methylcyclopropyl)amino]-N-[4-(morpholin-4-yl)phenyl]furo[2,3-d]pyrimidine-5-carboxamide CC=1N=C(C2=C(N1)OC=C2C(=O)NC2=CC=C(C=C2)N2CCOCC2)NC2(CC2)C